C(#N)C1=CC2=C(CN(CC2C2=C(C=CC=C2)C=2C(=NN(C2)CC)C(F)(F)F)C(/C=C/CNC(OC(C)(C)C)=O)=O)S1 tert-butyl (E)-(4-(2-cyano-4-(2-(1-ethyl-3-(trifluoromethyl)-1H-pyrazol-4-yl)phenyl)-4,7-dihydrothieno[2,3-c]pyridin-6(5H)-yl)-4-oxobut-2-en-1-yl)carbamate